N-[(1S)-1-cyano-2-[(3S)-2-oxo-3-piperidyl]ethyl]-2-[(2S)-2-(2,5-difluoroanilino)propanoyl]-5,5-difluoro-2-azabicyclo[2.2.2]octane-3-carboxamide C(#N)[C@H](C[C@H]1C(NCCC1)=O)NC(=O)C1N(C2CC(C1CC2)(F)F)C([C@H](C)NC2=C(C=CC(=C2)F)F)=O